2-chloro-N-(1-(2,6-dimethylphenyl)-2-Oxocyclohexyl)acetamide ClCC(=O)NC1(C(CCCC1)=O)C1=C(C=CC=C1C)C